(S)-N-(4-carbamimidoylbenzyl)-1-((2R,4S)-4-phenylpiperidine-2-carbonyl)azetidine-2-carboxamide trifluoroacetate FC(C(=O)O)(F)F.C(N)(=N)C1=CC=C(CNC(=O)[C@H]2N(CC2)C(=O)[C@@H]2NCC[C@@H](C2)C2=CC=CC=C2)C=C1